N1(C[C@@H](CCC1)C(=O)N1C[C@H]2N(C=3C(=NN=C(C3)C3=C(C=CC=C3)O)NC2)CC1)C1CCNCC1 (R)-[1,4'-bipiperidin]-3-yl((S)-2-(2-hydroxyphenyl)-6a,7,9,10-tetrahydro-5H-pyrazino[1',2':4,5]pyrazino[2,3-c]pyridazin-8(6H)-yl)methanone